C(C(C)C)(=O)N[C@H]1C(O)O[C@@H]([C@@H]([C@@H]1O)O)CO N-Isobutyrylgalactosamine